1-[2-(3,4-epoxycyclohexyl)ethyl]-9-norbornyl-1,1,3,3,5,5,7,7,9,9-decamethylpentasiloxane C1(CC2C(CC1)O2)CC[Si](O[Si](O[Si](O[Si](O[Si](C)(C)C21CCC(CC2)C1)(C)C)(C)C)(C)C)(C)C